F[C@@H]1[C@@H](C1)C(=O)NC=1SC2=C(N1)C=CC(=C2)C=2C=CC1=C(NC(S1)=O)C2C (1S,2S)-2-fluoro-N-(4-methyl-2-oxo-2,3-dihydro-[5,6'-bibenzo[d]thiazol]-2'-yl)cyclopropane-1-carboxamide